pteridon N1C(N=CC2=NC=CN=C12)=O